(1-(3,4-dimethyl-2-phenyl-2H-pyrazolo[3,4-d]pyridazin-7-yl)piperidin-3-yl)(4-methylpiperazin-1-yl)methanone CC=1N(N=C2C(=NN=C(C21)C)N2CC(CCC2)C(=O)N2CCN(CC2)C)C2=CC=CC=C2